BrC1=CC(=C(C=C1)[C@@]1(COCC1)C#N)F |r| (±)-3-(4-Bromo-2-fluorophenyl)tetrahydrofuran-3-carbonitrile